OC=1C(=NC=C(C1)C=1C=NN2C1CCCC2)C(=O)NCC(C(=O)O)(C)C 3-(3-Hydroxy-5-(4,5,6,7-tetrahydropyrazolo[1,5-a]pyridin-3-yl)pyridinecarboxamido)-2,2-dimethylpropionic acid